NC1=C(C(=O)O)C=CC(=C1)C1=NC=CC(=N1)C(F)F 2-amino-4-(4-(difluoromethyl)pyrimidin-2-yl)benzoic acid